2-(1-((4-carboxy-3-fluorophenyl)amino)-3-cyclobutyl-1-oxopropan-2-yl)-5-(3-chloro-6-(difluoromethyl)-2-fluorophenyl)pyridine 1-oxide C(=O)(O)C1=C(C=C(C=C1)NC(C(CC1CCC1)C1=[N+](C=C(C=C1)C1=C(C(=CC=C1C(F)F)Cl)F)[O-])=O)F